Propylene glycol methyl ether COCC(C)O